C(C)C1=NN2C(N=C(C=C2C)C)=C1CC1=CC=C(C=C1)/C=C/CO (E)-3-(4-((2-ethyl-5,7-dimethylpyrazolo[1,5-a]pyrimidin-3-yl)methyl)phenyl)prop-2-en-1-ol